FC=1C(=NC=C(C1)OCCOC([2H])([2H])[2H])N1CCN(CC1)CCN(C1=CC=2N(C(=N1)N)N=C(N2)C=2OC=CN2)C N7-{2-[4-(3-Fluoro-5-{2-[(2H3)methyloxy]ethoxy}pyridin-2-yl)piperazin-1-yl]ethyl}-N7-methyl-2-(1,3-oxazol-2-yl)[1,2,4]triazolo[1,5-c]pyrimidine-5,7-diamine